NC=1C(=C(C=C2C=C(N=CC12)NC(O[C@@H]1C(OCC1)C)=O)C1=C(C2=C(OCCN2)N=C1)C)F (3S,4R)-2-Methyltetrahydrofuran-3-yl (8-amino-7-fluoro-6-(8-methyl-2,3-dihydro-1H-pyrido[2,3-b][1,4]oxazin-7-yl)isoquinolin-3-yl)carbamate